(R)-1-(6-(3-(quinazolin-2-ylamino)pyrrolidine-1-carbonyl)-3,4-dihydroquinolin-1(2H)-yl)prop-2-en-1-one N1=C(N=CC2=CC=CC=C12)N[C@H]1CN(CC1)C(=O)C=1C=C2CCCN(C2=CC1)C(C=C)=O